6-chloro-8-(2,6-dichloropyridin-3-yl)-9H-pyrido[3,4-b]indole ClC=1C=C2C3=C(NC2=C(C1)C=1C(=NC(=CC1)Cl)Cl)C=NC=C3